BrC1=C2C=CN(C2=CC=C1)S(=O)(=O)C1=CC=CC=C1 4-bromo-1-(phenylsulfonyl)-1H-indole